3-({[(4R)-7-(5-fluoro-2-methylphenyl)-3,4-dihydro-2H-1-benzopyran-4-yl]methyl}amino)pyridine-4-carboxylic acid FC=1C=CC(=C(C1)C1=CC2=C([C@@H](CCO2)CNC=2C=NC=CC2C(=O)O)C=C1)C